FC=1C=C(C=CC1)CSSC1=CC=CC=C1 phenyl [(3-fluorophenyl)methyl] disulfide